(7-((2S,5R)-2,5-diethyl-4-(1-(p-tolyl)ethyl)piperazin-1-yl)-4-methyl-5-oxo-4,5-dihydro-2H-pyrazolo[4,3-b]pyridin-2-yl)acetonitrile C(C)[C@@H]1N(C[C@H](N(C1)C(C)C1=CC=C(C=C1)C)CC)C=1C=2C(N(C(C1)=O)C)=CN(N2)CC#N